2,4,6-trifluoro-benzoic acid FC1=C(C(=O)O)C(=CC(=C1)F)F